2,5-Dimethylhexyn CC(C)C#CC(C)C